cyclobutane-1,3-diyldimethanol C1(CC(C1)CO)CO